C1(CCC1)OC=1C=C2C(=NNC(C2=CC1)=O)CC1=CC2=C(C(=NO2)N2CCN(CC2)C(=O)C2CC2)C=C1 6-cyclobutoxy-4-((3-(4-(cyclopropanecarbonyl)piperazin-1-yl)benzo[d]isoxazol-6-yl)methyl)phthalazin-1(2H)-one